BrC=1C=C(C=CC1)[C@H](C)SC1=NN=CN1C (S)-3-(1-(3-bromophenyl)ethylsulfanyl)-4-methyl-4H-1,2,4-triazole